C(C)OC(CS(=O)(=O)CC(CCCC(C(=O)NNC)(C)C=1C=C(C=CC1)CCC(=O)OCC)(C)C)=O ethyl 3-(3-(7-((2-ethoxy-2-oxoethyl)sulfonyl)-2,6,6-trimethyl-1-(2-methylhydrazineyl)-1-oxoheptan-2-yl)phenyl)propanoate